(S)-N-(3-chloro-2-fluoro-4-(trifluoromethoxy)phenyl)-6-(pyrrolidin-3-yloxy)pyrido[3,2-d]pyrimidin-4-amine ClC=1C(=C(C=CC1OC(F)(F)F)NC=1C2=C(N=CN1)C=CC(=N2)O[C@@H]2CNCC2)F